tert-butyl (1R,2S,5S)-3-benzyl-2-((R)-(benzyloxy) (1,3-dithiane-2-yl)methyl)-3,8-diazabicyclo[3.2.1]octane-8-carboxylate C(C1=CC=CC=C1)N1[C@@H]([C@H]2CC[C@@H](C1)N2C(=O)OC(C)(C)C)[C@H](C2SCCCS2)OCC2=CC=CC=C2